[Rh].[Ir].[Bi].[Pt] platinum bismuth iridium rhodium